tert-Butyl (5-fluoro-2-methyl-4-nitrophenyl)carbamate FC=1C(=CC(=C(C1)NC(OC(C)(C)C)=O)C)[N+](=O)[O-]